racemic-N-(6-((2-aminoethyl)amino)-8,9-difluoro-1,4-dihydro-2H-pyrano[3,4-c]isoquinolin-1-yl)-5,6-difluoro-N-methyl-1H-indole-2-carboxamide NCCNC1=NC2=C(C=3C=C(C(=CC13)F)F)[C@H](COC2)N(C(=O)C=2NC1=CC(=C(C=C1C2)F)F)C |r|